CC=1C(=C2C(=NC1C(F)(F)F)CCC2)NC(=O)N=S(=O)(N)C2=CN=CS2 N'-((3-methyl-2-(trifluoromethyl)-6,7-dihydro-5H-cyclopenta[b]pyridin-4-yl)carbamoyl)thiazole-5-sulfonimidamide